ClC1=C(C=C(C(=O)NC=2SC3=C(N2)C=CC=C3C(=O)O)C=C1)F 2-(4-chloro-3-fluorobenzamido)benzo[d]thiazole-7-carboxylic acid